FC1=NN(C2=CC(=CC=C12)C(=O)NC1=CC2=C(C=N1)C=C(N2)[C@@H]2N(CCCC2)C)C 3-fluoro-1-methyl-N-{2-[(2R)-1-methylpiperidin-2-yl]-1H-pyrrolo[3,2-c]pyridin-6-yl}indazole-6-carboxamide